2-(azetidin-1-yl)-5-bromo-1,3-thiazole N1(CCC1)C=1SC(=CN1)Br